2-tert-butyl-4-methoxyphenyl methyl carbonate C(OC1=C(C=C(C=C1)OC)C(C)(C)C)(OC)=O